(S)-5-(4-(3-(4-fluorophenyl)morpholino)-2-(1-(2-hydroxy-2-methylpropyl)-1H-pyrazol-4-yl)quinazolin-6-yl)-1,3-dimethylpyridin-2(1H)-one FC1=CC=C(C=C1)[C@H]1COCCN1C1=NC(=NC2=CC=C(C=C12)C=1C=C(C(N(C1)C)=O)C)C=1C=NN(C1)CC(C)(C)O